C(C=C)(=O)N1C[C@@H]2COC3=C(C(N2CC1)=O)C(=NC(=C3Cl)C3=C(C=CC=C3O)F)N3C=C1NN(C=C1C3C)C (6aR)-8-acryloyl-1-(2,4-dimethylpyrrolo[3,4-c]pyrazol-5(4H)-yl)-4-chloro-3-(2-fluoro-6-hydroxyphenyl)-6,6a,7,8,9,10-hexahydro-12H-pyrazino[2,1-c]pyrido[3,4-f][1,4]oxazepin-12-one